OC1=C(C(=C(C(=C1CC(=O)[O-])O)O)O)O.[Na+].NC=1C=2N(C(=CN1)C)C(=NC2C2=C(C=C(C=C2)NC(C(C2=CC(=CC=C2)C(F)(F)F)O)=O)C)C([2H])([2H])[2H] N-[4-[8-amino-5-methyl-3-(trideuteriomethyl)imidazo[1,5-a]pyrazin-1-yl]-3-methyl-phenyl]-2-hydroxy-2-[3-(trifluoromethyl)phenyl]acetamide sodium pentahydroxyphenylacetate